1-[2-fluoro-5-(trifluoromethoxy)phenyl]-3,3-dimethyl-N-(4-methyl-1,1-dioxo-thia-cyclohex-4-yl)-2-oxo-indoline-5-carboxamide FC1=C(C=C(C=C1)OC(F)(F)F)N1C(C(C2=CC(=CC=C12)C(=O)NC1(CCS(CC1)(=O)=O)C)(C)C)=O